1-(2,2-difluoro-1-(4-fluorophenyl)propyl)-3-methyl-4-(4,4,5,5-tetramethyl-1,3,2-dioxaborolan-2-yl)-1H-pyrazole FC(C(C1=CC=C(C=C1)F)N1N=C(C(=C1)B1OC(C(O1)(C)C)(C)C)C)(C)F